OC=1C(C(=C(C(C1Br)=O)O)Br)=O 2,5-dihydroxyl-3,6-dibromobenzoquinone